COC1=C2C=CC(OC2=CC=C1C(=O)NC1=NN(C2=CC=CC=C12)CCN1CCOCC1)(C)C 5-Methoxy-2,2-dimethyl-N-(1-(2-morpholinoethyl)-1H-indazol-3-yl)-2H-chromene-6-carboxamide